C(CCC)N(C1=C(C=C2C(=C(C(OC2=C1)=O)C=O)SC1=CC(=CC=C1)OC)[N+](=O)[O-])CCCCCC 7-(butyl-(hexyl)amino)-4-((3-methoxyphenyl)thio)-6-nitro-2-oxo-2H-chromene-3-carbaldehyde